C1(NC(C2CC=CCC12)=O)=O 3a,4,7,7a-tetrahydroisoindole-1,3-dione